C(#N)C1=CC=C(C=C1)N(CCC1OCC2(CN(C2)C(=O)OC(C)(C)C)CO1)CC=1C=CC2=C(CCO2)C1 tert-butyl 7-(2-((4-cyanophenyl)((2,3-dihydrobenzofuran-5-yl)methyl)amino)ethyl)-6,8-dioxa-2-azaspiro[3.5]nonane-2-carboxylate